ClC=1C=C(C=C(C1F)Cl)C1(CC(=NO1)C=1C(=C(C(=O)O)C=CC1)C)C(F)(F)F (5-(3,5-dichloro-4-fluorophenyl)-5-trifluoromethyl-4,5-dihydroisoxazol-3-yl)-2-methylbenzoic acid